CCCCCCCCCCCCCC(=O)OC[C@H](COP(=O)(O)O)O The molecule is a 1-acyl-sn-glycerol 3-phosphate having myristoyl (tetradecanoyl) as the 1-O-acyl group. It is a 1-acyl-sn-glycerol 3-phosphate and a tetradecanoate ester. It is a conjugate acid of a 1-myristoyl-sn-glycerol 3-phosphate(2-).